1-((2-((1-Fluorocyclopropyl)methoxy)pyridin-4-yl)methyl)-3-(2-(1-(trifluoromethyl)cyclopropyl)ethyl)urea FC1(CC1)COC1=NC=CC(=C1)CNC(=O)NCCC1(CC1)C(F)(F)F